3-Amino-4-hydroxypyrrolidin-2-one, hydrochloride Cl.NC1C(NCC1O)=O